tert-butyl 4-(3-(4-cyano-2-fluorophenyl)-2,3-dihydro-1H-pyrido[2,3-b][1,4]oxazin-6-yl)-3,6-dihydropyridine-1(2H)-carboxylate C(#N)C1=CC(=C(C=C1)C1CNC2=C(O1)N=C(C=C2)C=2CCN(CC2)C(=O)OC(C)(C)C)F